C(CCCC)[Se]CCCCC Dipentylselenium